3-oxo-3-(4-(2-(trifluoromethyl)phenyl)piperidin-1-yl)propanoic acid O=C(CC(=O)O)N1CCC(CC1)C1=C(C=CC=C1)C(F)(F)F